L-4-hydroxy-benzoate OC1=CC=C(C(=O)[O-])C=C1